CC1(C(C(=CC2(CN(C2)C(=O)C2=C(OC(=C2)C)C(F)(F)F)C1)C#N)=O)C 8,8-dimethyl-2-[5-methyl-2-(trifluoromethyl)furan-3-carbonyl]-7-oxo-2-azaspiro[3.5]non-5-ene-6-carbonitrile